CC=1C(=NNC1)C1=NC2=CC=CC=C2N=C1 2-(4-methyl-1H-pyrazol-3-yl)quinoxaline